5-(5-oxa-2-azaspiro[3.4]octan-2-yl)pyridazin-3-one C1N(CC12OCCC2)C2=CC(NN=C2)=O